[C@H]12CN(C[C@H](CC1)N2)C2=NC(=NC1=C(C(=C(C=C21)F)C2=C(C#N)C(=CC(=C2C(F)(F)F)C)N)F)OC[C@@]2(CN(CCC2(F)F)C)C 2-(4-((1R,5S)-3,8-diazabicyclo[3.2.1]octan-3-yl)-2-(((S)-4,4-difluoro-1,3-dimethylpiperidin-3-yl)methoxy)-6,8-difluoroquinazolin-7-yl)-6-amino-4-methyl-3-(trifluoromethyl)benzonitrile